(12aR)-12-[(S)-(3,4-difluorophenyl)(phenyl)methyl]-3,4,12,12a-tetrahydro-1H-[1,4]oxazino[3,4-c]pyrido[2,1-f][1,2,4]triazine-6,8-dione FC=1C=C(C=CC1F)[C@@H](N1N2C(C(N3[C@H]1COCC3)=O)=CC(C=C2)=O)C2=CC=CC=C2